COC=1C=CC2=C(CC(NC=C2)=O)C1 8-methoxy-1,3-dihydro-2H-benzo[d]azepine-2-One